(R)-4-(3-(benzofuran-2-yl)phenyl)-3-(2-((tert-butyldiphenylsilyl)oxy)ethyl)-N6-(2-fluorobenzyl)-N2-isopropyl-1,3-dihydro-2H-pyrrolo[3,4-c]pyridine-2,6-dicarboxamide O1C(=CC2=C1C=CC=C2)C=2C=C(C=CC2)C2=NC(=CC1=C2[C@H](N(C1)C(=O)NC(C)C)CCO[Si](C1=CC=CC=C1)(C1=CC=CC=C1)C(C)(C)C)C(=O)NCC1=C(C=CC=C1)F